CC1=CC2=C(NC(=N2)C=CC(=O)N(C(C)C)C(C)C)C(=C1)C 3-(5,7-dimethyl-1H-1,3-benzodiazol-2-yl)-N,N-bis(propan-2-yl)propenamide